C1(CC1)CCC(=O)O 3-cyclopropyl-propanoic acid